tert-butyl 4-[7-[2-(tert-butoxycarbonylamino)-3-cyano-7-fluoro-benzothiophen-4-yl]-6-chloro-8-fluoro-2-methylsulfonyl-quinazolin-4-yl]piperazine-1-carboxylate C(C)(C)(C)OC(=O)NC=1SC2=C(C1C#N)C(=CC=C2F)C2=C(C=C1C(=NC(=NC1=C2F)S(=O)(=O)C)N2CCN(CC2)C(=O)OC(C)(C)C)Cl